CC(C)[Si](C(C)C)C(C)C tris(prop-2-yl)silicon